C(CCCCCCCCCCCCCCCCC)(=O)C(OP(OC[C@@H](CO)O)(=O)O)CN stearoyl-sn-glycero-3-phosphoethanolamine